2-(4-hexylphenyl)quinoline C(CCCCC)C1=CC=C(C=C1)C1=NC2=CC=CC=C2C=C1